ClC1=C(C=O)C=C(C(=N1)F)F 2-chloro-5,6-difluoronicotinaldehyde